S1CC(C2=C1C=CC=C2)=O 1-benzothiophen-3(2H)-one